(2-hydroxy-ethoxy)-amide OCCO[NH-]